2-(4-(2-(2-hydroxyethoxy)ethoxy)ethoxyphenyl)-2-phenyl-5-methoxycarbonyl-6-methyl-9-methoxy-[2H]-naphtho[1,2-b]pyran OCCOCCOCCOC1=CC=C(C=C1)C1(C=CC2=C(O1)C1=CC(=CC=C1C(=C2C(=O)OC)C)OC)C2=CC=CC=C2